OC1=CC=C(C=N1)C=CC(=O)N 3-(6-hydroxypyridin-3-yl)acrylamide